Yttrium(II) chloride hydrate O.[Cl-].[Y+2].[Cl-]